ClC1=C(C=CC=C1Br)C1=CC=CC=C1 chloro-3-bromo-1,1'-biphenyl